C(=C\CCC)/C1=CC=C(C=C1)C#C (E)-4-pentenyl-phenylacetylene